tert-butyl N-[(1E)-{[(tert-butoxy) carbonyl]imino}(methylsulfanyl)methyl]carbamate C(C)(C)(C)OC(=O)\N=C(/NC(OC(C)(C)C)=O)\SC